C(#C)C=1SC=C(N1)\C=C/CCCCCC(=O)OCC Ethyl (Z)-8-(2-ethynylthiazol-4-yl)oct-7-enoate